FC1(C(C(C2=C1C1=CC=CC=C1C=1C=C(C=CC21)N2C1=CC=CC=C1C=1C=C(C=CC21)C2=CC=CC=C2)(F)F)(F)F)F 9-{1,1,2,2,3,3-Hexafluorocyclopenta[l]phenanthren-6-yl}-3-phenylcarbazole